CCOP(=O)(CC1CO1)OCC diethyl 2,3-epoxypropylphosphonate